CC1=C(C=C(N=N1)N=C(C1=CC=CC=C1)C1=CC=CC=C1)C1CN(C1)C N-[6-methyl-5-(1-methylazetidin-3-yl)pyridazin-3-yl]-1,1-diphenyl-methanimine